FC(N1N=CC(=C1)C1=CC(=C(N)C=C1)C)F 4-(1-(difluoromethyl)-1H-pyrazol-4-yl)-2-methylaniline